(2S,4S)-4-(trifluoromethyl)pyrrolidine-1,2-dicarboxylic acid FC([C@H]1C[C@H](N(C1)C(=O)O)C(=O)O)(F)F